5-(((S)-1-((R)-3-(4-(5-chloropyrimidin-2-yl)piperazin-1-yl)-2-hydroxy-3-oxopropoxy)propan-2-yl)oxy)-2-(4-methoxybenzyl)-4-(trifluoromethyl)pyridazin-3(2H)-one ClC=1C=NC(=NC1)N1CCN(CC1)C([C@@H](COC[C@H](C)OC1=C(C(N(N=C1)CC1=CC=C(C=C1)OC)=O)C(F)(F)F)O)=O